C(C)(C)(C)OC(=O)C1=CC=2C(=NC=CC2F)N1CC1CC1 1-(cyclopropylmethyl)-4-fluoro-1H-pyrrolo[2,3-b]pyridin-2-carboxylic acid tert-butyl ester